ClC=1OC2=CC=CC=C2C(C1)=O chloro-4-oxo-chromen